C(C)(C)(C)OC(=O)NC1(CC(C1)N1CCN(CC1)C(=O)OCC1=CC=CC=C1)C Benzyl 4-((1s,3s)-3-((tert-butoxycarbonyl)amino)-3-methylcyclobutyl)piperazine-1-carboxylate